O1CCOC2=C1C=CC(=C2)B(O)O benzo1,4-dioxane-6-boronic acid